C(C1=CC=CC=C1)OC(=O)N[C@@H](C(=O)OC)CC1=CC2=CC=CC=C2C(=C1)OC methyl (2R)-2-{[(benzyloxy)carbonyl]amino}-3-(4-methoxynaphthalen-2-yl)propanoate